(3R,4R)-3-fluoro-4-methoxypiperidine F[C@@H]1CNCC[C@H]1OC